CCCCCCCCCCCCCCCCCCCC(=O)O[C@H](COC(=O)CCCCCCCCCCCCCCCCCC)COP(=O)(O)OC[C@H](CO)O 1-nonadecanoyl-2-eicosanoyl-glycero-3-phospho-(1'-sn-glycerol)